triphenylsulfonium perfluoro-butylsulfonate salt FC(C(C(C(F)(F)F)(F)F)(F)F)(S(=O)(=O)[O-])F.C1(=CC=CC=C1)[S+](C1=CC=CC=C1)C1=CC=CC=C1